3-bromo-2-(5-methylthiophen-2-yl)benzofuran BrC1=C(OC2=C1C=CC=C2)C=2SC(=CC2)C